N-((1-(4-(difluoromethoxy)-3-methoxyphenyl)cyclopentyl)methyl)-4-(trifluoromethoxy)benzenesulfonamide FC(OC1=C(C=C(C=C1)C1(CCCC1)CNS(=O)(=O)C1=CC=C(C=C1)OC(F)(F)F)OC)F